C(CCCCCCCCCCCCCCCCCCCCCCCCCCCCCC)(=O)OCCCCCCCCCCCCCCCCCCCCCCCCCCCCC nonacosan-1-yl hentriacontanate